C(CCCCC)(=O)C1=C(O)C(=C(C(=C1O)Cl)OC)Cl 2-hexanoyl-4,6-dichloro-5-methoxyresorcinol